(S)-5-fluoro-3-(naphthalen-2-yl)-3-phenylindolin-2-one FC=1C=C2[C@](C(NC2=CC1)=O)(C1=CC=CC=C1)C1=CC2=CC=CC=C2C=C1